BrC=1C=C(C=NC1)OC(F)F 5-bromo-3-(difluoromethoxy)pyridin